chloro-4-(2,2-difluoroethyl)-3,4-dihydro-2H-benzo[b][1,4]oxazine-8-sulfonyl chloride ClC1CN(C2=C(O1)C(=CC=C2)S(=O)(=O)Cl)CC(F)F